1,1,1,3-tetra-fluoropropane FC(CCF)(F)F